N-((1s,4s)-4-((4-methoxy-5-(quinoxalin-6-yl)-7H-pyrrolo[2,3-d]pyrimidin-2-yl)amino)cyclohexyl)acetamide COC=1C2=C(N=C(N1)NC1CCC(CC1)NC(C)=O)NC=C2C=2C=C1N=CC=NC1=CC2